C(C=C)(=O)N1[C@H](CN(C[C@H]1C)C1=NC(N2C3=C(C(=C(C=C13)C(F)(F)F)C1=CC=C(C=C1)F)SC[C@H](C2)C=2SC=CC2)=O)C (S)-8-((3S,5R)-4-propenoyl-3,5-dimethylpiperazin-1-yl)-11-(4-fluorophenyl)-3-(thiophen-2-yl)-10-(trifluoromethyl)-3,4-dihydro-2H,6H-[1,4]thiazepino[2,3,4-ij]quinazolin-6-one